C1(CC2C(CC1)O2)CC[Si](O)(CCC2CC1C(CC2)O1)CCC1CC2C(CC1)O2 tris-[2-(3,4-epoxycyclohexyl)ethyl]hydroxysilane